7,7,9-trimethyl-4,13-dioxo-3,14-dioxa-5,12-diazahexadecane-1,16-diyl-bis(2-methyl-acrylate) CC(CNC(OCCC=C(C(=O)[O-])C)=O)(CC(CCNC(OCCC=C(C(=O)[O-])C)=O)C)C